C1(=CC(=CC=C1)C1=NC(=NC=C1Cl)NC1=C(C=C(C(=O)N)C=C1)C)C1=CC=CC=C1 4-((4-([1,1'-biphenyl]-3-yl)-5-chloropyrimidin-2-yl)amino)-3-methylbenzamide